C(C)(C)(C)C1=CC=C(C=C1)C1=CC(=CC=C1)CC(=O)N1CC2=C(CCC1)N=C(NC2=O)C2(CC2)C2=CC(=CC=C2)Cl 6-(2-(4'-(tert-butyl)-[1,1'-biphenyl]-3-yl)acetyl)-2-(1-(3-chlorophenyl)cyclopropyl)-3,5,6,7,8,9-hexahydro-4H-pyrimido[5,4-c]azepin-4-one